6-{[2-(1-methylpyrazol-4-yl)-4-pyridyl]oxy}-3-{[4-(trifluoromethyl)phenyl]methyl}-2H-1,3-benzoxazin-4-one CN1N=CC(=C1)C1=NC=CC(=C1)OC=1C=CC2=C(C(N(CO2)CC2=CC=C(C=C2)C(F)(F)F)=O)C1